ClC=1C=C(C=CC1Cl)C=1N=C(SC1CC(C)C)NC=1C=C(C(=O)NCCNC(OC(C)(C)C)=O)C=CC1 tert-butyl 2-(3-(4-(3,4-dichlorophenyl)-5-isobutylthiazol-2-ylamino)benzamido)ethylcarbamate